O=C1NC(CCC1N1C(C2=CC=C(C(=C2C1=O)F)F)=O)=O 2-(2,6-dioxopiperidin-3-yl)-4,5-difluoroisoindoline-1,3-dione